rac-trans-tert-butyl-3-(4-methylsulfonylphenoxymethyl)-4-methylpyrrolidine-1-carboxylate C(C)(C)(C)OC(=O)N1C[C@H]([C@@H](C1)C)COC1=CC=C(C=C1)S(=O)(=O)C |r|